C1(=CC=CC=C1)NC1=NC(=NC=C1C(F)(F)F)NC1CNCCC1 N4-phenyl-N2-(piperidin-3-yl)-5-(trifluoromethyl)pyrimidine-2,4-diamine